5-(Difluoromethoxy)-6'-(((1S,3S)-3-(thiazolo[5,4-b]pyridin-2-ylamino)cyclopentyl)amino)-2H-[1,3'-bipyridin]-2-one FC(OC=1C=CC(N(C1)C=1C=NC(=CC1)N[C@@H]1C[C@H](CC1)NC=1SC2=NC=CC=C2N1)=O)F